C(C)(=O)O[C@@H]1[C@@H](O[C@H]2[C@H]1O[Si](O[Si](OC2)(C(C)C)C(C)C)(C(C)C)C(C)C)N2C(N=C(C=C2)NC(C)=O)=O (6aR,8R,9S,9aR)-8-(4-acetamido-2-oxopyrimidin-1(2H)-yl)-2,2,4,4-tetraisopropyltetrahydro-6H-furo[3,2-f][1,3,5,2,4]trioxadisilocin-9-yl acetate